2-Amino-7-fluoro-4-(5-fluoro-3-((7S,8aS)-7-fluorohexahydropyrrolo[1,2-a]pyrazin-2(1H)-yl)-7,9-dihydrofuro[3,4-f]quinazolin-6-yl)thieno[3,2-c]pyridine-3-carbonitrile NC1=C(C=2C(=NC=C(C2S1)F)C=1C2=C(C=3C=NC(=NC3C1F)N1C[C@H]3N(CC1)C[C@H](C3)F)COC2)C#N